ClC1=CC(N(C=C1)CN1N=NC(=C1)C=1C=NC=C(C1)N(C)C)=O 4-chloro-1-((4-(5-(dimethylamino)pyridin-3-yl)-1H-1,2,3-triazol-1-yl)methyl)pyridin-2(1H)-one